FC=1C=C2C(=CNC2=CC1F)NC(=O)C=1N=CN(C1)CC=1C=NC(=C(C1)F)C1CCC(CC1)(F)F N-(5,6-difluoro-1H-indol-3-yl)-1-[[6-(4,4-difluorocyclohexyl)-5-fluoropyridin-3-yl]methyl]imidazole-4-carboxamide